tert-butyl 3-(6-bromo-2-pyridyl)-3,6-diazabicyclo[3.1.1]heptane-6-carboxylate BrC1=CC=CC(=N1)N1CC2N(C(C1)C2)C(=O)OC(C)(C)C